CC(CC)(CCCCC)O 3-methyl-3-octanol